BrC1=CC=C(C=C1)C1(CC1)C(CN)NC 1-[1-(4-bromophenyl)cyclopropyl]-N1-methyl-1,2-ethanediamine